O=C1N(C(C=C1)=O)CCC(=O)NC(C(=O)O)CCCCNC(CCCCC1SC[C@@H]2NC(N[C@@H]21)=O)=O 2-(3-(2,5-dioxo-2,5-dihydro-1H-pyrrol-1-yl)propanamido)-6-(5-((3aS,6aR)-2-oxohexahydro-1H-thieno[3,4-d]imidazol-4-yl)pentanamido)hexanoic acid